Cl.CC=1C=C(C=CC1)S(=O)(=O)C=1C=C2CCC=C(C2=CC1)CN [6-(3-Methylbenzenesulfonyl)-3,4-dihydro-naphthalen-1-yl]methylamine, hydrochloride